C(#N)C1(CC1)NS(=O)(=O)C=1C=C(C2=C(N(C=3N2C=CN3)C=3SC(=NN3)C(F)F)C1)N1CCN(CC1)C(C(C)C)=O N-(1-Cyanocyclopropyl)-9-(5-(difluoromethyl)-1,3,4-thiadiazol-2-yl)-5-(4-isobutyrylpiperazin-1-yl)-9H-benzo[d]imidazo[1,2-a]imidazole-7-sulfonamide